(S)-N-methyl-N-(2-((2-methylene-4-(octan-2-yloxy)-4-oxobutanoyl)oxy)acetyl)glycine CN(CC(=O)O)C(COC(C(CC(=O)O[C@@H](C)CCCCCC)=C)=O)=O